ClC1=C(C=C(OCC(=O)NC23CC(C2)(C3)NC3=NC=CC(=N3)C=3C=NN(C3)C)C=C1)F 2-(4-chloro-3-fluorophenoxy)-N-(3-{[4-(1-methyl-1H-pyrazol-4-yl)pyrimidin-2-yl]amino}bicyclo[1.1.1]pent-1-yl)acetamide